C1(CC1)C([C@@H](C(=O)NC1=NC(=C(C=C1)C=1C(=[N+](C=CC1)[O-])C)F)NC(=O)C=1N(N=CC1)C(C)C)C1CC1 N-[(1S)-1-(dicyclopropylmethyl)-2-[[6-fluoro-5-(2-methyl-1-oxido-pyridin-1-ium-3-yl)-2-pyridyl]amino]-2-oxo-ethyl]-2-isopropyl-pyrazole-3-carboxamide